diphenol benzoate C(C1=CC=CC=C1)(=O)O.C1(=CC=CC=C1)O.C1(=CC=CC=C1)O